4-((7-ethyl-6-oxo-5,6-dihydro-1,5-naphthyridin-3-yl)methyl)piperazine-1-carboxylic acid tert-butyl ester C(C)(C)(C)OC(=O)N1CCN(CC1)CC=1C=NC=2C=C(C(NC2C1)=O)CC